FC=1C(=C(C=CC1F)[C@H]1[C@@H](O[C@]([C@H]1C)(C(F)(F)F)C)C=1NC(=C(C(C1C(=O)OCC)=O)OC)C)OC ethyl 2-((2R,3S,4S,5R)-3-(3,4-difluoro-2-methoxyphenyl)-4,5-dimethyl-5-(trifluoromethyl)tetrahydrofuran-2-yl)-5-methoxy-6-methyl-4-oxo-1,4-dihydropyridine-3-carboxylate